6-[7-tert-butyl-3-(5-methylisoxazol-3-yl)-[1,2,4]triazolo[4,3-b]pyridazin-6-yloxymethyl]-N-piperidin-1-yl-nicotinamide C(C)(C)(C)C1=CC=2N(N=C1OCC1=NC=C(C(=O)NN3CCCCC3)C=C1)C(=NN2)C2=NOC(=C2)C